ClC1=C(OCCN(C)C)C=CC(=C1)C1NC[C@H](CC1)C 2-[2-chloro-4-[(5S)-5-methyl-2-piperidyl]phenoxy]-N,N-dimethyl-ethanamine